COC1=CC=C(CN2C(C=3N(CC2)C(=NC3)C=3SC(=CN3)C)C)C=C1 (7-(4-methoxybenzyl)-8-methyl-5,6,7,8-tetrahydroimidazo[1,5-a]pyrazin-3-yl)-5-methylthiazole